C1(CC1)OC=1C=C(CN2C[C@H](NCC2)C2=C(C=CC=C2)C(C)C)C=CC1OC1CC1 (R)-1-(3,4-dicyclopropoxybenzyl)-3-(2-isopropylphenyl)piperazine